N1CC(C1)C1=CC(=C(C#N)C=C1)F 4-(azetidin-3-yl)-2-fluorobenzonitrile